4-amino-N,N,2-trimethyl-benzenesulfonamide NC1=CC(=C(C=C1)S(=O)(=O)N(C)C)C